methyl 1-[[4-[5-(trifluoromethyl)-1,2,4-oxadiazol-3-yl]phenyl]methyl]-1H-indazole-4-carboxylate FC(C1=NC(=NO1)C1=CC=C(C=C1)CN1N=CC=2C(=CC=CC12)C(=O)OC)(F)F